C1N(CC2(C3=CC=CC=C13)CC2)CC=2OC=C(C(C2)=O)OCC2CCN(CC2)S(=O)(=O)C 2-((1'H-spiro[cyclopropane-1,4'-isoquinoline]-2'(3'H)-yl)methyl)-5-((1-(methylsulfonyl)piperidin-4-yl)methoxy)-4H-pyran-4-one